CCC(=O)C1=CC=CC=C1 2-methylacetophenone